4-isocyanatopyridazine N(=C=O)C1=CN=NC=C1